5-(3-chloro-5-methylphenyl)-6-(4-fluorophenyl)tetrazolo[1,5-a]pyrazin-8-amine ClC=1C=C(C=C(C1)C)C1=C(N=C(C=2N1N=NN2)N)C2=CC=C(C=C2)F